cyclopropanesulfonylchlorid C1(CC1)S(=O)(=O)Cl